OCCN1N=CC(=C1)NC1=NC=C2C(=N1)N(N=C2)CC2=CC=C(C=C2)NC(C=C)=O N-(4-((6-((1-(2-hydroxyethyl)-1H-pyrazol-4-yl)amino)-1H-pyrazolo[3,4-d]pyrimidin-1-yl)methyl)phenyl)acrylamide